FC(C1=NC=C(C(=C1)C1=C(C(=O)NS(=O)(=O)CC2=CC=C(C=C2)[C@H](C)OC([2H])([2H])[2H])C=CC(=C1)C)OC)F (S)-2-(2-(difluoromethyl)-5-methoxypyridin-4-yl)-N-((4-(1-(methoxy-d3)ethyl)benzyl)sulfonyl)-4-methylbenzamide